C(C)(C)OC1=CC=C(COC=2C=CC=C3C(=CC=NC23)C=2C=NN(C2)CC(F)(F)F)C=C1 8-((4-isopropoxybenzyl)oxy)-4-(1-(2,2,2-trifluoroethyl)-1H-pyrazol-4-yl)quinoline